tert-butyl 4-[4-[[(1R)-1-[3-(1,1-difluoro-2-hydroxyethyl)phenyl]ethyl]amino]-2,8-dimethyl-7-oxo-pyrido[2,3-d]pyrimidin-6-yl]-3,6-dihydro-2H-pyridine-1-carboxylate FC(CO)(F)C=1C=C(C=CC1)[C@@H](C)NC=1C2=C(N=C(N1)C)N(C(C(=C2)C=2CCN(CC2)C(=O)OC(C)(C)C)=O)C